C(C)(C)C=1SC=2C(=C(N=NC2OC)N(C)C)N1 2-isopropyl-7-methoxy-N,N-dimethylthiazolo[4,5-d]pyridazin-4-amine